FC=1C=NN(C1)C1=CC=C(C=N1)C(C(=O)N(C1CCNCC1)C)C 2-(6-(4-fluoro-1H-pyrazol-1-yl)pyridin-3-yl)-N-methyl-N-(piperidin-4-yl)propionamide